C1(CCC1)N1N=C(C(=C1NC(OC[C@@H]1C(C1)(F)F)=O)C)C1(CC(C1)(F)F)C (R)-(2,2-difluorocyclopropyl)methyl (1-cyclobutyl-3-(3,3-difluoro-1-methylcyclobutyl)-4-methyl-1H-pyrazol-5-yl)carbamate